NC(C(=O)NO)CCC (Z)-2-amino-N-hydroxy-valeramide